FC=1C=CC2=C(CCO2)C1CNC1=NC=C(C=2N1C=NC2S(=O)(=O)C)C=2C=NC(=CC2)C(F)(F)F N-((5-fluoro-2,3-dihydrobenzofuran-4-yl)methyl)-1-(methylsulfonyl)-8-(6-(trifluoromethyl)pyridin-3-yl)imidazo[1,5-c]pyrimidin-5-amine